NC1=NC=CC=C1C1=NC=2C(=NC(=CC2)C2=CC=CC=C2)N1C1=CC=C(CN(C2CCC(CC2)C2=NSC(N2)=O)C)C=C1 3-((1s,4s)-4-((4-(2-(2-aminopyridin-3-yl)-5-phenyl-3H-imidazo[4,5-b]pyridin-3-yl)benzyl)(methyl)amino)cyclohexyl)-1,2,4-thiadiazol-5(4H)-one